C(C=C)(=O)OCCCCCCCCCCCCCCCC normal hexadecyl acrylate